6-((4-((6-ethoxypyridin-3-yl)methoxy)-3-methoxyphenyl)amino)-3-morpholinoquinoxaline-5-carbonitrile C(C)OC1=CC=C(C=N1)COC1=C(C=C(C=C1)NC1=C(C=2N=C(C=NC2C=C1)N1CCOCC1)C#N)OC